COC=1C=C(C=C2CNC(C12)=O)C1=CN=C2N1C=CC(=C2)C(C#N)(C)C 2-[3-(7-methoxy-1-oxo-isoindolin-5-yl)imidazo[1,2-a]pyridin-7-yl]-2-methylpropanenitrile